F[C@@H]1[C@@]2(CC[C@H](C[C@H]1N(C=1N=NC(=CN1)C1=C(C=C(C=C1)N1N=C(N=N1)C)O)C)N2)C 2-(3-(((1S,2S,3R,5R)-2-fluoro-1-methyl-8-azabicyclo[3.2.1]octan-3-yl)(methyl)amino)-1,2,4-triazin-6-yl)-5-(5-methyl-2H-tetrazol-2-yl)phenol